CC1=C(OC=2C(=CC(N(C2)CC(F)(F)F)=O)C=2C3=C(C(N(C2)C)=O)NC=C3)C(=CC=C1)C 4-(5-(2,6-dimethylphenoxy)-2-oxo-1-(2,2,2-trifluoroethyl)-1,2-dihydropyridin-4-yl)-6-methyl-1,6-dihydro-7H-pyrrolo[2,3-c]pyridin-7-one